(3S,4R)-3-fluoro-1-(4-((5-isopropyl-8-(1,6-diazaspiro[3.3]heptan-1-yl)-2,6-naphthyridin-3-yl)amino)pyrimidin-2-yl)-3-methylpiperidin-4-ol F[C@]1(CN(CC[C@H]1O)C1=NC=CC(=N1)NC=1N=CC2=C(C=NC(=C2C1)C(C)C)N1CCC12CNC2)C